O[C@@H](COC1CCC(CC1)N1C(C=CC1)N1C=NC=C1)C(C)C N-((1R,4r)-4-((R)-2-hydroxy-3-methylbutoxy)cyclohexyl)-2-(1H-imidazol-1-yl)-5H-pyrrole